N-(4-(isopropylamino)-3-(2-(4-(trifluoromethyl)phenyl)acetamido)phenyl)acetamide C(C)(C)NC1=C(C=C(C=C1)NC(C)=O)NC(CC1=CC=C(C=C1)C(F)(F)F)=O